BrC=1C=C2C=CN(CC2=CC1OC)S(=O)(=O)C1=CC=C(C)C=C1 6-bromo-7-methoxy-2-tosyl-1,2-dihydroisoquinoline